(3S,4r,5R)-1-(3,4-difluorophenethyl)piperidine-3,4,5-triol FC=1C=C(CCN2C[C@@H](C([C@@H](C2)O)O)O)C=CC1F